6-(Azetidin-1-yl)-4-fluoro-N-[2-methoxy-5-(pyridin-3-yl)benzene-1-sulfonyl]-1-benzofuran-2-carboxamide N1(CCC1)C1=CC2=C(C=C(O2)C(=O)NS(=O)(=O)C2=C(C=CC(=C2)C=2C=NC=CC2)OC)C(=C1)F